N-cyclohexyl-5-(cyclohexylethynyl)-1H-pyrrolo[2,3-b]pyridin-4-amine C1(CCCCC1)NC=1C2=C(N=CC1C#CC1CCCCC1)NC=C2